FC=1C(=C(C=O)C=C(C1)C#CC1=CC=C(C=C1)N1CCCC1)O 3-fluoro-2-hydroxy-5-((4-(pyrrolidin-1-yl)phenyl)ethynyl)benzaldehyde